ClC1=CC=C(C=C1)N1N=CC(=C1)C1CCC(CC1)C(=O)OCC ethyl 4-(1-(4-chlorophenyl)-1H-pyrazol-4-yl)cyclohexanecarboxylate